1,2-bis(5-methyl-benzoxazolyl)-ethylene CC=1C=CC2=C(N=C(O2)C=CC=2OC3=C(N2)C=C(C=C3)C)C1